(5S)-2-[(5-Bromopyridin-2-yl)methyl]-5-{[(3S)-3-fluoropyrrolidin-1-yl]carbonyl}-5,6,7,8-tetrahydro[1,2,4]triazolo[4,3-a]pyridin-3(2H)-one BrC=1C=CC(=NC1)CN1N=C2N([C@@H](CCC2)C(=O)N2C[C@H](CC2)F)C1=O